potassium sodium tantalum [Ta].[Na].[K]